O1C2=C(OCC1)C=C(C=C2)C2=NN=C(O2)O 5-(2,3-dihydrobenzo[b][1,4]dioxin-6-yl)-1,3,4-oxadiazol-2-ol